tert-butyl (S)-2-(2-methoxyethyl)piperazine-1-carboxylate COCC[C@@H]1N(CCNC1)C(=O)OC(C)(C)C